ethylhexylpalmiTate C(C)C(C(=O)[O-])(CCCCCCCCCCCCCC)CCCCCC